SCCC1=CC=C(C=C1)CCS 1,4-Bis(mercaptoethyl)benzol